FC(C/C(=C(\C=1C=C2C(=NN(C2=CC1)C1OCCCC1)F)/C=1C=CC(=NC1)N1C[C@H](CCC1)NC(OC(C)(C)C)=O)/C1=CC=CC=C1)(F)F Tert-butyl ((3S)-1-(5-((Z)-4,4,4-trifluoro-1-(3-fluoro-1-(tetrahydro-2H-pyran-2-yl)-1H-indazol-5-yl)-2-phenylbut-1-en-1-yl)pyridin-2-yl)piperidin-3-yl)carbamate